C(C)(C)(C)OC(CC([C@@H]([C@H](C(C)C)O)C)=O)=O (4R,5S)-5-hydroxy-4,6-dimethyl-3-oxo-heptanoic acid tert-butyl ester